3-oxobut-1-en-2-yl 4-nitrobenzoate [N+](=O)([O-])C1=CC=C(C(=O)OC(=C)C(C)=O)C=C1